Cl.FC1=NC=2C=CC=C(C2C=C1)NC1CCNCC1 fluoro-N-(piperidin-4-yl)quinolin-5-amine hydrochloride